1-[4-Cyclopropyl-2-fluoro-6-(methoxymethoxy)phenyl]-4-methylsulfanyl-pyrrolo[1,2-d][1,2,4]triazine C1(CC1)C1=CC(=C(C(=C1)OCOC)C=1C=2N(C(=NN1)SC)C=CC2)F